5-benzyl-3-[3-(5-chloro-2-methoxyphenyl)phenyl]-N-[(1R)-3-methyl-1-[(1S,2S,6R,8S)-2,9,9-trimethyl-3,5-dioxa-4-boratricyclo[6.1.1.02,6]decan-4-yl]butyl]-4,5-dihydro-1,2-oxazole C(C1=CC=CC=C1)C1CC(N(O1)[C@@H](CC(C)C)B1O[C@]2([C@@H]3C([C@H](C[C@H]2O1)C3)(C)C)C)C3=CC(=CC=C3)C3=C(C=CC(=C3)Cl)OC